tert-Butyl 1-[4-[(3R)-3-(hydroxymethyl)-1-piperidinyl]-4-oxobutyl]-1-cyclopentanecarboxylate OC[C@H]1CN(CCC1)C(CCCC1(CCCC1)C(=O)OC(C)(C)C)=O